C(C)NC1=C(C=CC=C1)N N-ethyl-1,2-phenylenediamine